5-(2-chloro-6-((1S,6S)-6-(methylamino)cyclohex-3-en-1-yl)-4-((thiophen-2-ylmethyl)amino)thieno[3,2-d]pyrimidin-7-yl)pent-4-yn-1-ol ClC=1N=C(C2=C(N1)C(=C(S2)[C@H]2CC=CC[C@@H]2NC)C#CCCCO)NCC=2SC=CC2